FC1=CC=C(C=C1)N(CCCNC(C[C@H]1N([C@@H](CNC1)C)CC(=O)NC)=O)C N-(3-((4-fluorophenyl)(methyl)amino)propyl)-2-((2R,6R)-6-methyl-1-(2-(methylamino)-2-oxoethyl)piperazin-2-yl)acetamide